FC1=C(C(=CC=C1)F)C=1N=C(SC1)\C=C\C1=CC=CC=C1 (E)-4-(2,6-difluorophenyl)-2-styrylthiazole